2-bromo-6-(1-methyl-1H-imidazol-2-yl)pyridine BrC1=NC(=CC=C1)C=1N(C=CN1)C